C1(=CC=CC=C1)[Si]1(C2=CN=CC=C2C2=C1C=NC=C2)C2=CC(=CC=C2)B2OC(C(O2)(C)C)(C)C 9-phenyl-9-(3-(4,4,5,5-tetramethyl-1,3,2-dioxaborolan-2-yl)phenyl)-9H-silolo[2,3-c:5,4-c']dipyridine